FC(C=1C=C(C=CC1)[C@H](CCN(C(OC(C)(C)C)=O)C)CC=O)F tert-butyl (R)-(3-(3-(difluoromethyl)phenyl)-5-oxopentyl)(methyl)carbamate